ClC1=C(C=CC=C1)C1=CC(OC2=CC(=CC=C12)OC(C(=O)N1CC(CCC1)(C(=O)O)C)C)=O 1-[2-[4-(2-chlorophenyl)-2-oxo-chromen-7-yl]oxypropionyl]-3-methyl-piperidine-3-carboxylic acid